tert-Butyl 3-(3-fluoro-4-methoxyphenyl)-3-(5-(4-oxopentyl)-1-((2-(trimethylsilyl)ethoxy)-methyl)-1H-pyrazol-3-yl)propanoate FC=1C=C(C=CC1OC)C(CC(=O)OC(C)(C)C)C1=NN(C(=C1)CCCC(C)=O)COCC[Si](C)(C)C